SC(CCOC1=C(C=CC=C1)C1=C(C=CC=C1)OCCC(CC)S)CC 2,2'-bis(3-mercaptopentyloxy)biphenyl